FC(C1C[C@](N(C1)C(=O)OC(C)(C)C)(C(=O)OC)CCCO)F 1-(t-butyl) 2-methyl (S)-4-(difluoromethyl)-2-(3-hydroxypropyl)pyrrolidin-1,2-dicarboxylate